3-((6-(Chloromethyl)pyridazin-4-yl)amino)piperidine-2,6-dione ClCC1=CC(=CN=N1)NC1C(NC(CC1)=O)=O